FC=1C(=NC=C(C1)N1C(CN(CC1)CC1=CC=2NC(N(C(C2S1)=O)C)=O)=O)C(=O)NC 3-fluoro-N-methyl-5-(4-((3-methyl-2,4-dioxo-1,2,3,4-tetrahydrothieno[3,2-d]pyrimidin-6-yl)methyl)-2-oxopiperazin-1-yl)picolinamide